8-bromo-chromone-3-formaldehyde BrC=1C=CC=C2C(C(=COC12)C=O)=O